ClC1=C(C=C(C=C1)SC)N/C(=C(\C(=O)OC)/C(C(C)C)=O)/S Methyl (E)-2-(((2-chloro-5-(methylthio)phenyl)amino)(mercapto)methylene)-4-methyl-3-oxopentanoate